COC(C1=CC=C(C=C1)CN1C(S\C(\C1=O)=C/C1=CC=C(C=C1)\C=C\C(=O)C1=C(C=CC=C1)O)=O)=O.N(=C=O)C1(C(CCC1)N=C=O)C 1-isocyanato-2-isocyanato-methyl-cyclopentane Methyl-4-[[(5Z)-5-[[4-[(E)-3-(2-hydroxyphenyl)-3-oxoprop-1-enyl]phenyl]methylidene]-2,4-dioxo-1,3-thiazolidin-3-yl]methyl]benzoate